C(#N)CCOP(=S)([C@@]1(C[C@@H](O[C@@H]1COC(C1=CC=C(C=C1)OC)(C1=CC=C(C=C1)OC)C1=CC=CC=C1)N1C(=O)NC(=O)C(C)=C1)O)OC[C@@H]1[C@H](C[C@@H](O1)N1C(=O)NC(=O)C(C)=C1)O 5'-O-((2-cyanoethoxy)(5'-O-(4,4'-dimethoxytrityl)-thymidine-3'-yl)thiophosphoryl)-thymidine